C(C)(C)C1COC1 3-isopropyl-oxetane